4-{N,N-bis[4-(6-chlorohexyloxy)phenyl]amino}phenylboronic acid pinacol ester ClCCCCCCOC1=CC=C(C=C1)N(C1=CC=C(C=C1)OCCCCCCCl)C1=CC=C(C=C1)B1OC(C)(C)C(C)(C)O1